N,N'-bis(hydroxymethyl)urea OCNC(=O)NCO